N,N'-bis(4-bromophenyl)benzidine C1=CC(=CC=C1C2=CC=C(C=C2)NC3=CC=C(C=C3)Br)NC4=CC=C(C=C4)Br